N-t-butoxycarbonyl-4-hydroxybenzylamine C(C)(C)(C)OC(=O)NCC1=CC=C(C=C1)O